7-(p-tolylsulfonyloxy)-4-azaspiro[2.5]octane-4-carboxylic acid tert-butyl ester C(C)(C)(C)OC(=O)N1C2(CC2)CC(CC1)OS(=O)(=O)C1=CC=C(C=C1)C